Ethyl 8-[2-(methanesulfonyloxy)ethyl]-4,4-dimethyl-3,4-dihydro-1H-2-benzopyran-1-carboxylate CS(=O)(=O)OCCC1=CC=CC=2C(COC(C21)C(=O)OCC)(C)C